pentaglycerine monooleate C(CCCCCCC\C=C/CCCCCCCC)(=O)O.OCC(O)CO.OCC(O)CO.OCC(O)CO.OCC(O)CO.OCC(O)CO